F[C@H](C1(COC1)C=1C=C(C=CC1)N1C(C2=CC(=CC(=C2C1)C(F)(F)F)CN1CC(C1)(C=C)O)=O)C1=NN=CN1C (R)-2-(3-(3-(fluoro(4-methyl-4H-1,2,4-triazol-3-yl)methyl)oxetan-3-yl)phenyl)-6-((3-hydroxy-3-vinylazetidin-1-yl)methyl)-4-(trifluoromethyl)isoindolin-1-one